C1(CCCC1)C1=CC(=NN1)NC=1N=CC2=C(N1)SC=C2C N-(5-cyclopentyl-1H-pyrazol-3-yl)-5-methylthieno[2,3-d]pyrimidin-2-amine